tert-butyl (S)-1-(((R)-tert-butylsulfinyl)amino)-2,2-difluoro-8-azaspiro[4.5]decane-8-carboxylate C(C)(C)(C)[S@@](=O)N[C@@H]1C(CCC12CCN(CC2)C(=O)OC(C)(C)C)(F)F